N(=NC1=CC=CC=C1)C1=CC=CC=C1 2,2'-azobenzene